BrC=1C(N(C(=CC1OCC1=C(C=C(C=C1)F)F)C)C/C=C/C(=O)NC)=O (2E)-4-[3-bromo-4-[(2,4-difluorobenzyl)oxy]-6-methyl-2-oxopyridin-1(2H)-yl]-N-methylbut-2-enamide